(3-(butylimino)-7-(3,5-difluorophenoxy)-2,3-dihydro-1H-inden-4-yl)(imino)(methyl)-λ6-sulfanone C(CCC)N=C1CCC2=C(C=CC(=C12)S(=O)(C)=N)OC1=CC(=CC(=C1)F)F